C(CC(=C)C)CC(=O)[O-] Isopentenylacetate